C(C)(=O)O[C@H]1[C@@H](OC)O[C@@H]([C@@H]([C@@H]1OC(C)=O)OC(C)=O)CC(C)=S methyl 2,3,4-tri-O-acetyl-6-deoxy-6-thioacetyl-alpha-D-galactopyranoside